3-[(2,4-difluorophenyl)methyl]-3-(1-methylpiperidin-4-yl)-1-[(4-phenoxyphenyl)methyl]urea FC1=C(C=CC(=C1)F)CN(C(NCC1=CC=C(C=C1)OC1=CC=CC=C1)=O)C1CCN(CC1)C